OC[C@@H]1CN(CCO1)C1=CC=C(N=N1)C1=C(C=C(C=C1C)OC)O 2-[6-[(2S)-2-(hydroxymethyl)morpholin-4-yl]pyridazin-3-yl]-5-methoxy-3-methyl-phenol